FC(SC1=CC=C(C=C1)C=1C=2N(C=C(N1)CNC(C=C)=O)C=CN2)(F)F N-((8-(4-((trifluoromethyl)thio)phenyl)imidazo[1,2-a]pyrazin-6-yl)methyl)acrylamide